C(C)(C)(C)OC(=O)N(C=1C2=C(N=CN1)N(C=C2B2OC(C(O2)(C)C)(C)C)CCC(=O)OC(C)(C)C)C(=O)OC(C)(C)C tert-butyl 3-(4-(bis(tert-butoxycarbonyl)amino)-5-(4,4,5,5-tetramethyl-1,3,2-dioxaborolan-2-yl)-7H-pyrrolo[2,3-d]pyrimidin-7-yl)propanoate